ethyl (S)-3-(3-(4-hydroxy-1,6-dimethyl-2-oxo-1,2-dihydropyridin-3-yl)ureido)-3-(4-(2-methoxy phenoxy) phenyl)propanoate OC1=C(C(N(C(=C1)C)C)=O)NC(N[C@@H](CC(=O)OCC)C1=CC=C(C=C1)OC1=C(C=CC=C1)OC)=O